4-Hydroxy-2-oxo-6-(trifluoromethyl)-1,2-dihydropyridine-3-carboxylic acid ethyl ester C(C)OC(=O)C=1C(NC(=CC1O)C(F)(F)F)=O